C(C1=CC=CC=C1)N1C(N(SC1=O)CCN1CCN(CC1)C(C)C)=O 4-benzyl-2-(2-(4-isopropylpiperazin-1-yl)ethyl)-1,2,4-thiadiazolidine-3,5-dione